CC(C(=O)O)(CCC)C 2,2-dimethyl-pentanoic acid